cyclopenta[d]thiazole-4-carboxamide S1CN=C2C1=CC=C2C(=O)N